4-[N-(2-aminophenyl)amino]-3,5-diisobutylbenzonitrile NC1=C(C=CC=C1)NC1=C(C=C(C#N)C=C1CC(C)C)CC(C)C